(m-hydroxyphenyl)hydroxyacrylic acid OC=1C=C(C=CC1)C=C(C(=O)O)O